N-[6-[[2-[4-[4-[4-[3-(2-aminoethoxy)propanoyl]piperazin-1-yl]-1-piperidyl]-5-ethyl-2-methoxyanilino]-5-chloro-pyrimidin-4-yl]amino]quinoxalin-5-yl]methanesulfonamide NCCOCCC(=O)N1CCN(CC1)C1CCN(CC1)C1=CC(=C(NC2=NC=C(C(=N2)NC=2C(=C3N=CC=NC3=CC2)NS(=O)(=O)C)Cl)C=C1CC)OC